FC1([C@H](COC1)NC(N(CC1=C(C=NC=C1)C[C@@H]1COCC1)C)=O)F 3-[(3S)-4,4-difluorotetrahydrofuran-3-yl]-1-methyl-1-[[3-[[(3S)-tetrahydrofuran-3-yl]methyl]-4-pyridyl]methyl]urea